tert-Butyl (3S,5S)-3-((4-(2-(6-chloro-2,3-difluoro-4-(((2-fluorophenyl)methyl)sulfonamido)phenoxy)pyridin-3-yl)pyrimidin-2-yl)amino)-5-fluoropiperidine-1-carboxylate ClC1=CC(=C(C(=C1OC1=NC=CC=C1C1=NC(=NC=C1)N[C@@H]1CN(C[C@H](C1)F)C(=O)OC(C)(C)C)F)F)NS(=O)(=O)CC1=C(C=CC=C1)F